N-((4-(4-(trifluoromethyl)phenyl)quinazolin-2-yl)methyl)acrylamide FC(C1=CC=C(C=C1)C1=NC(=NC2=CC=CC=C12)CNC(C=C)=O)(F)F